CN1C(=CC2=CC(=CC(=C12)[N+](=O)[O-])C(=O)O)C1=CC(=CC=C1)F.FC=1C=C(C=CC1)C=1NC2=C(C=C(C=C2C1)C(=O)OC)[N+](=O)[O-] Methyl 2-(3-fluorophenyl)-7-nitro-1H-indole-5-carboxylate {methyl 2-(3-fluorophenyl)-7-nitro-1H-indole-5-carboxylate}